OC(C)(C)C(=O)C1=CC=C(C=C1)OCCO 4-(2-hydroxyethoxy)phenyl (2-hydroxy-2-propyl) ketone